Tetra-sodium Imino disuccinate C(CCC(=O)[O-])(=O)ONOC(CCC(=O)[O-])=O.[Na+].[Na+].[Na+].[Na+].N(OC(CCC(=O)[O-])=O)OC(CCC(=O)[O-])=O